ClC=1C=C(C#N)C=CC1OCC1(CN(C1)S(=O)(=O)C1=C(C=C(C=C1)Cl)Cl)CO 3-Chloro-4-((1-((2,4-dichlorophenyl)sulfonyl)-3-(hydroxymethyl)azetidin-3-yl)methoxy)benzonitrile